(5E,7Z,9E,11Z,13E)-cyclododecadiene C1=CC=CCCCCCCCC1